4-[4-(diethylamino)-4-methylpiperidin-1-yl]-2-ethyl-N-{8-fluoro-2-methylimidazo[1,2-a]pyridin-6-yl}indazole-7-carboxamide C(C)N(C1(CCN(CC1)C=1C2=CN(N=C2C(=CC1)C(=O)NC=1C=C(C=2N(C1)C=C(N2)C)F)CC)C)CC